4-[2-chloro-6-difluoromethylpyridin-4-yl]-3-(4-methyl-4H-1,2,4-triazol-3-yl)benzonitrile ClC1=NC(=CC(=C1)C1=C(C=C(C#N)C=C1)C1=NN=CN1C)C(F)F